CN(CCCN(C1=CC(=NC(=C1)C1=CC=C(C=C1)N1CCN(CC1)C)C1=CC=C(C=C1)OC)C)C N-(3-(dimethylamino)propyl)-2-(4-methoxyphenyl)-N-methyl-6-(4-(4-methylpiperazin-1-yl)phenyl)pyridin-4-amine